1-[4-(Cyclopentylamino)-5-[4-[4-(hydroxymethyl)cyclohexyl]triazol-1-yl]-2-pyridyl]pyrazolo[3,4-b]pyridine C1(CCCC1)NC1=CC(=NC=C1N1N=NC(=C1)C1CCC(CC1)CO)N1N=CC=2C1=NC=CC2